C1(=CC=CC2=CC=CC=C12)C(C)N1CCC(CC1)N(S(=O)(=O)C)CC(=O)NCC1=NN=C(O1)C(=O)NC/C=C/C(=O)OC methyl (E)-4-(5-((2-(N-(1-(1-(naphthalen-1-yl)ethyl)piperidin-4-yl)methylsulfonamido)acetamido)methyl)-1,3,4-oxadiazole-2-carboxamido)but-2-enoate